OCCCCN1[C@@H](CN(CC1)C(=O)OC(C)(C)C)C tert-butyl (3R)-4-(4-hydroxybutyl)-3-methyl-piperazine-1-carboxylate